COC(C1=C(C=C(C(=C1)F)C1=CC=CC=2CN(COC21)C(C2=C(C=C(C=C2)F)Cl)=O)N2CCOCC2)=O 4-[3-(2-Chloro-4-fluorobenzoyl)-2,4-dihydro-1,3-benzoxazin-8-yl]-5-fluoro-2-morpholin-4-ylbenzoic acid methyl ester